[Cu+2].C(C=1C(O)=CC=CC1)(=O)[O-].[Cu+2].C(C=1C(O)=CC=CC1)(=O)[O-].C(C=1C(O)=CC=CC1)(=O)[O-].C(C=1C(O)=CC=CC1)(=O)[O-] Copper salicylate copper